(E)-N-(2-cyanophenyl)-3-(3-methoxy-4-(prop-2-yn-1-yloxy)phenyl)acrylamide C(#N)C1=C(C=CC=C1)NC(\C=C\C1=CC(=C(C=C1)OCC#C)OC)=O